FC(C12C(C(CC2C1)O)O)F 1-(difluoromethyl)bicyclo[3.1.0]Hexane-2,3-diol